6-chloro-4-phenyl-3-[(E)-3-[4-(1-propylpyrazol-4-yl)phenyl]prop-2-enoyl]-1H-quinolin-2-one ClC=1C=C2C(=C(C(NC2=CC1)=O)C(\C=C\C1=CC=C(C=C1)C=1C=NN(C1)CCC)=O)C1=CC=CC=C1